3-(1,3,4,6,11,11a-hexahydro-[1,4]oxazino[4,3-b]isoquinolin-8-yl)-1H-pyrazolo[4,3-c]pyridazin-6(5H)-one C1OCCN2CC=3C=C(C=CC3CC21)C2=NNC=1C2=NNC(C1)=O